N-(3-chloro-2-fluorobenzyl)-2-((2,2-dimethylcyclopropyl)amino)acetamide ClC=1C(=C(CNC(CNC2C(C2)(C)C)=O)C=CC1)F